N-methyl-N-((1s,3s)-3-methyl-3-((6-(1-methyl-1H-pyrazol-4-yl)pyrazolo[1,5-a]pyrazin-4-yl)oxy)cyclobutyl)acrylamide tartrate salt C(=O)(O)C(O)C(O)C(=O)O.CN(C(C=C)=O)C1CC(C1)(OC=1C=2N(C=C(N1)C=1C=NN(C1)C)N=CC2)C